FC(C=1C=C(C=C(C1)C(F)(F)F)C(C(=O)O)CCCCCCCCC)(F)F (3,5-bis(trifluoromethyl)phenyl)undecanoic acid